C(#N)C1=C(C=NC=C1)C1=CC(=C(C=C1)C=1C(=NC(=NC1)C1=C(C=CC=C1OC)F)C(=O)N)N1[C@@H](CN[C@@H](C1)C)CO (4-(4-cyanopyridin-3-yl)-2-((2S,5R)-2-(hydroxymethyl)-5-methylpiperazin-1-yl)phenyl)-2-(2-fluoro-6-methoxyphenyl)pyrimidine-4-carboxamide